N1N=CC=2C(=CC=CC12)C(=O)N indazole-4-carboxamide